CC=1C=NC=CC1[C@@H](C)N1N=C(C=C1)[N+](=O)[O-] |r| (rac)-3-Methyl-4-(1-(3-nitro-1H-pyrazol-1-yl)ethyl)pyridine